C(C)(=O)N1CC(C1)(C1=CC=C(C=C1)OC)NC(=O)C1=NN2C(C(NC(=C2)C2=CC(=C(C=C2)C)C)=O)=C1 N-[1-Acetyl-3-(4-methoxyphenyl)azetidin-3-yl]-6-(3,4-dimethylphenyl)-4-oxo-5H-pyrazolo[1,5-a]-pyrazine-2-carboxamide